BrC1=CN(CCS1)C=1C2=C(N=CN1)N(C=C2C)COCC[Si](C)(C)C 6-bromo-4-(5-methyl-7-((2-(trimethylsilyl)ethoxy)methyl)-7H-pyrrolo[2,3-d]pyrimidin-4-yl)-3,4-dihydro-2H-1,4-thiazine